(1S,2S,3R,4R)-3-[(1S)-1-acetamido-2-ethylbutyl]-4-[[(1,1-dimethyl-ethoxy)carbonyl]amino]-2-hydroxycyclopentanoic acid methyl ester COC(=O)[C@@H]1[C@H]([C@H]([C@@H](C1)NC(=O)OC(C)(C)C)[C@H](C(CC)CC)NC(C)=O)O